OCCC(=O)[O-] Beta-hydroxypropionate